CC1(CC2C(CC1)O2)C(=O)OC2CC1C(CC2)O1 (3,4-epoxycyclohexyl) methyl-3,4-epoxycyclohexanecarboxylate